2-chloro-N,N-bis(2-thienylmethyl)benzenesulfonamide ClC1=C(C=CC=C1)S(=O)(=O)N(CC=1SC=CC1)CC=1SC=CC1